isooctanol ammonium sulfate salt S(=O)(=O)([O-])[O-].[NH4+].C(CCCCC(C)C)O.[NH4+]